ClC1=C(C=NN1C1CCS(CC1)(=NCC)=O)NC1=NC=C(C(=N1)C1=CC(=CC=C1)COC)C(F)(F)F (1s,4s)-4-(5-chloro-4-((4-(3-(methoxymethyl)phenyl)-5-(trifluoromethyl)pyrimidin-2-yl)amino)-1H-pyrazol-1-yl)-1-(ethylimino)hexahydro-1λ6-thiopyran 1-oxide